CC=1C(=C(C=C(C1)C(F)(F)F)O)C=1C=CC=2C(N1)=NN(C2)C2CCC=1N(C2)C(=NN1)C(F)(F)F 3-methyl-5-(trifluoromethyl)-2-(2-(3-(trifluoromethyl)-5,6,7,8-tetrahydro-[1,2,4]triazolo[4,3-a]pyridin-6-yl)-2H-pyrazolo[3,4-b]pyridin-6-yl)phenol